[2-(3-{(2-amino-ethyl)-[2-(2-tert-butoxycarbonylamino-ethylcarbamoyl)-ethyl]-amino}-propionylamino)-ethyl]-carbamic acid tert-butyl ester C(C)(C)(C)OC(NCCNC(CCN(CCC(NCCNC(=O)OC(C)(C)C)=O)CCN)=O)=O